ClC=1C2=CN(N=C2C(=C(C1)C1=CC=C(C=C1)CN1CCC(CC1)CO)Cl)C(C(=O)OCC)C1=C2N(C=N1)C[C@@H](C2)F ethyl 2-(4,7-dichloro-6-(4-((4-(hydroxymethyl)piperidin-1-yl)methyl)phenyl)-2H-indazol-2-yl)-2-((R)-6-fluoro-6,7-dihydro-5H-pyrrolo[1,2-c]imidazol-1-yl)acetate